COC1=CC=C(CNC=2NC=3N(C(C2C2=CC=C(C=C2)OC)=O)N=C(C3C3=CC=CC=C3)C3=CC=CC=C3)C=C1 5-((4-methoxybenzyl)amino)-6-(4-methoxyphenyl)-2,3-diphenylpyrazolo[1,5-a]pyrimidin-7(4H)-one